O=C1N(C=C(C(N1)=O)C(F)(F)F)CC(=O)O 2-(2,4-dioxo-5-(trifluoromethyl)-3,4-dihydropyrimidin-1(2H)-yl)acetic acid